C(=CC(C)=C)C1=C(C=CC(=C1)C(C=CC1=C(C(=C(C=C1)O)O)OC)=O)[O-] 2-isoprenyl-4-[1-oxo-3-(3,4-dihydroxy-2-methoxyphenyl)prop-2-enyl]phenolate